methanol Ammonium carbonate C([O-])([O-])=O.[NH4+].CO.[NH4+]